1-(4-Benzoyl-3,4-dihydroquinoxalin-1(2H)-yl)-2-(pyrrolidin-1-yl)ethan-1-one C(C1=CC=CC=C1)(=O)N1CCN(C2=CC=CC=C12)C(CN1CCCC1)=O